[N]=O.[Li] lithium nitrogen oxide